Sodium (1S,2S)-2-[(3-chloro-4-fluorophenyl)carbonyl]cyclopropane-1-carboxylate ClC=1C=C(C=CC1F)C(=O)[C@@H]1[C@H](C1)C(=O)[O-].[Na+]